[Na+].C(C)(C)(C)OC(=O)N(C[C@@H](C(=O)[O-])C1=CC=C(C=C1)Cl)C(C)C (S)-3-(tert-Butoxycarbonyl-(isopropyl)amino)-2-(4-chlorophenyl)propanoic acid sodium salt